BrC1=CC(=CC=2N(C(N(C21)C)=O)CC(=O)NC2=CC=C(C=C2)F)OC(F)(F)F 2-(4-bromo-3-methyl-2-oxo-6-(trifluoromethoxy)-2,3-dihydro-1H-benzo[d]imidazol-1-yl)-N-(4-fluorophenyl)acetamide